1,3-dimethyl-3-(2,3,5,6-tetrafluorophenoxy)azetidine CN1CC(C1)(OC1=C(C(=CC(=C1F)F)F)F)C